C(CC)P(C)(CCC)=O dipropyl-methyl-phosphine oxide